BrC1=C(C=C(C(=C1)I)N1N=CC=C1)O 2-bromo-4-iodo-5-pyrazol-1-yl-phenol